C(\C=C\C(=O)O)(=O)O.CN(C(C)C)CCC1=CNC2=CC=CC(=C12)C N-methyl-N-(2-(4-methyl-1H-indol-3-yl)ethyl)propan-2-amine fumarate